C(C)(C)(C)OC(=O)N1C[C@H](N[C@@H](C1)C)C (3R,5R)-3,5-dimethylpiperazine-1-carboxylic acid tert-butyl ester